(2S,3R,5R)-3-((E)-(2-((S)-2-(3,4-dihydroxybenzamido)propanoyl)hydrazono)methyl)-3-methyl-7-oxo-4-thia-1-azabicyclo[3.2.0]heptane-2-carboxylic acid 4,4-dioxide OC=1C=C(C(=O)N[C@H](C(=O)N\N=C\[C@]2([C@@H](N3C(C[C@H]3S2(=O)=O)=O)C(=O)O)C)C)C=CC1O